O1CC(=CC=2C1=CC=1C=CC=NC1C2)O 2H-pyrano[2,3-g]quinoline-3-ol